C1(CC1)S(=O)(=O)N1N=CC(=C1)C1=NC=CC(=N1)NC1=NC=C(C(=O)NCCCO)C(=C1)NC(C)C 6-((2-(1-(cyclopropylsulfonyl)-1H-pyrazol-4-yl)pyrimidin-4-yl)amino)-N-(3-hydroxypropyl)-4-(isopropylamino)nicotinamide